F[B-](F)(F)F.C1(CCCCC1)N1C=[N+](C=C1)C1CCCCC1 1,3-dicyclohexyl-imidazolium tetrafluoroborate